methyl (1E,3E)-3-hydroxyimino-1-cyclopentenecarboxylate O\N=C/1\C=C(CC1)C(=O)OC